1,3,5-tris(4-t-butyl-3-hydroxy-2-methylbenzyl)-1,3,5-triazin-2,4,6(1H,3H,5H)-trione C(C)(C)(C)C1=C(C(=C(CN2C(N(C(N(C2=O)CC2=C(C(=C(C=C2)C(C)(C)C)O)C)=O)CC2=C(C(=C(C=C2)C(C)(C)C)O)C)=O)C=C1)C)O